[N+](=O)([O-])C1=CC=C(OCC=O)C=C1 2-(4-nitrophenoxy)ethan-1-one